C(C)(C)(C)OC(NC1CC(C1)CO)=O ((1r,3r)-3-(hydroxymethyl)cyclobutyl)carbamic acid tert-butyl ester